thiazol-2-carboxamide S1C(=NC=C1)C(=O)N